C1(CC1)OC1=NN(C=C1[N+](=O)[O-])[C@H](C#N)C (S)-2-(3-cyclopropoxy-4-nitro-1H-pyrazol-1-yl)propanenitrile